C1(CC1)C1=C2C=CNC2=CC(=C1)C#N 4-Cyclopropyl-1H-indole-6-carbonitrile